C(CCC)\C(=C/C(=O)[O-])\CCCCCC (E)-3-butylnon-2-enoate